ClC=1C(=C(C=CC1)NC1=NC=NC2=CC(=C(C=C12)O[C@@H](C)C1=NC=CC=N1)C=1C=NN(C1)C)F (S)-N-(3-chloro-2-fluorophenyl)-7-(1-methyl-1H-pyrazol-4-yl)-6-(1-(pyrimidin-2-yl)ethoxy)quinazolin-4-amine